disodium phosphate Sodium dihydrogen phosphate P(=O)(O)(O)[O-].[Na+].P(=O)([O-])([O-])O.[Na+].[Na+]